O=C1N(C(C=C1)=O)CCC(=O)NCCOCCOCCOCCOCCC(=O)O 3-[2-[2-[2-[2-[3-(2,5-dioxopyrrol-1-yl)propanoylamino]ethoxy]ethoxy]ethoxy]ethoxy]propanoic acid